C(C)(C)(C)OC(=O)N1C[C@@H]2N(CC[C@@H]2[C@H]1C)C(=O)C=1OC(=CN1)C1=CC=[N+](C=C1)[O-] |r| rac-4-(2-((3ar,4r,6ar)-5-(tert-butoxycarbonyl)-4-methyl-octahydropyrrolo[3,4-b]pyrrole-1-carbonyl)oxazol-5-yl)pyridine 1-oxide